FC1=CC=C(C=C1)C#CC=1C=CC(=C(C1)NC(=O)C1=CNC(C=C1C(F)(F)F)=O)N1CCN(CC1)C N-(5-((4-fluorophenyl)ethynyl)-2-(4-methylpiperazin-1-yl)phenyl)-6-oxo-4-(trifluoromethyl)-1,6-dihydropyridine-3-carboxamide